N-{2-fluoro-3-[6-oxo-4-(trifluoromethyl)-1,6-dihydropyrimidin-2-yl]-4-(trifluoromethyl)benzyl}-4-[2-(trifluoromethyl)phenoxy]piperidine-1-carboxamide FC1=C(CNC(=O)N2CCC(CC2)OC2=C(C=CC=C2)C(F)(F)F)C=CC(=C1C=1NC(C=C(N1)C(F)(F)F)=O)C(F)(F)F